3-(3-Hydroxy-2,6-dimethylphenyl)-6-(pyridazin-4-yl)-7-p-tolyl-3,7-dihydro-4H-pyrrolo[2,3-d]pyrimidin-4-one OC=1C(=C(C(=CC1)C)N1C=NC2=C(C1=O)C=C(N2C2=CC=C(C=C2)C)C2=CN=NC=C2)C